5,6,7,8-Tetrahydro-2-amino-6-(1,2-dihydroxypropyl)-4(1H)-pteridinone NC=1NC=2NCC(NC2C(N1)=O)C(C(C)O)O